ClC=1C=CC2=C(NC[C@H](O2)C(=O)NC23C[C@@H](C(CC2)(CC3)NC(COC3=CC(=C(C=C3)Cl)F)=O)O)C1 (2S)-6-chloro-N-{(3S)-4-[2-(4-chloro-3-fluorophenoxy)acetamido]-3-hydroxybicyclo[2.2.2]octan-1-yl}-3,4-dihydro-2H-1,4-benzoxazine-2-carboxamide